(+/-)-(1S,3S)-3-(4-(5-((3-benzyl-2-carbonylimidazol-1-yl)methyl)-1-methyl-1H-1,2,3-triazol-4-yl)phenoxy)cyclohexane-1-carboxylic acid methyl ester COC(=O)[C@@H]1C[C@H](CCC1)OC1=CC=C(C=C1)C=1N=NN(C1CN1C(N(C=C1)CC1=CC=CC=C1)=C=O)C |r|